C(CC(C)CCC=C(C)C)C1=C(C(=O)O)C=CC=C1.CC=1C=C(C(=O)O)C(=CC1)C=CCCCCC(C)C.C(C)OC(COC=1C=C2C(N(C(C2=CC1)=O)C1C(NC(CC1)=O)=O)=O)OCC 5-(2,2-Diethoxyethoxy)-2-(2,6-Dioxopiperidin-3-Yl)Isoindole-1,3-Dione 3,7-dimethyl-6-octenyl-benzoate (citronellyl-benzoate)